COC(C1=C(C=C(C=C1)OC)C1CCN(CC1)C=1SC2=C(C(N1)=O)C=C(C=C2[N+](=O)[O-])C(F)(F)F)=O 1-(8-nitro-4-oxo-6-(trifluoromethyl)-4H-benzo[e][1,3]thiazin-2-yl)piperidin-4-yl-4-methoxybenzoic acid methyl ester